1,4-diphenyl-3-fluoro-beta-carboline C1(=CC=CC=C1)C1=NC(=C(C=2C3=CC=CC=C3NC12)C1=CC=CC=C1)F